NC1CCC(CC1)C(=O)NC1=CC(=C(C=C1)C)OC (1s,4s)-4-amino-N-(3-methoxy-4-methylphenyl)cyclohexanecarboxamide